(R)-1-(1-acryloylpiperidin-3-yl)-3-(4-phenoxyphenyl)-1H-pyrazolo[4,3-c]pyridine-7-carbonitrile C(C=C)(=O)N1C[C@@H](CCC1)N1N=C(C=2C=NC=C(C21)C#N)C2=CC=C(C=C2)OC2=CC=CC=C2